C(C)(C)(C)OC(N[C@H]1C(N(CCC1)C1=CC=C(C=C1)Br)=O)=O (R)-(1-(4-bromophenyl)-2-oxopiperidin-3-yl)carbamic acid tert-butyl ester